O1C(COCC1)C=1C(=C2N(C=3C=CC=CC3C2=O)C1)C1=CC=C(C=C1)F 2-(1,4-dioxane-2-yl)-1-(4-fluorophenyl)-9H-pyrrolo[1,2-a]indol-9-one